FC(OC=1C(=C(C(=C(C1)NCCN(C)C)[N+](=O)[O-])C)N)F 5-(difluoromethoxy)-N1-(2-(dimethylamino)ethyl)-M-methyl-2-nitrobenzene-1,4-diamine